C1(=CC=CC=C1)C=1NC(=C(N1)C1=CC=CC2=CC=CC=C12)C 2-phenyl-4-(1-naphthyl)-5-methylimidazole